methyl-Boc-valine CN([C@@H](C(C)C)C(=O)O)C(=O)OC(C)(C)C